C(C1=CC=CC=C1)O[C@@H]1[C@H](N(C[C@H]([C@H]1OCC1=CC=CC=C1)OCC1=CC=CC=C1)C(C)=O)COCC1=CC=CC=C1 1-[(2R,3R,4R,5R)-3,4,5-tribenzyloxy-2-(benzyloxymethyl)-1-piperidyl]ethanone